(R) or (S)-1-Ethyl-N'-((3-methyl-2-(trifluoromethyl)-6,7-dihydro-5H-cyclopenta[b]pyridin-4-yl)carbamoyl)-1H-pyrazole-3-sulfonimidamide C(C)N1N=C(C=C1)[S@@](=O)(N)=NC(NC1=C2C(=NC(=C1C)C(F)(F)F)CCC2)=O |o1:7|